(S)-Ethyl-2'-amino-6'-benzyl-7-bromo-2,5',7'-trioxo-1'-phenyl-1',5',6',7'-tetrahydrospiro[indoline-3,4'-pyrrolo[3,4-b]-pyridine]-3'-carboxylate C(C)OC(=O)C=1[C@]2(C3=C(N(C1N)C1=CC=CC=C1)C(N(C3=O)CC3=CC=CC=C3)=O)C(NC3=C(C=CC=C32)Br)=O